(1S,2R,4S)-4-(2-amino-6-oxo-1H-purin-9(6H)-yl)-2-(hydroxymethyl)-3-methylenecyclopentyl isobutyrate C(C(C)C)(=O)O[C@@H]1[C@H](C([C@H](C1)N1C=2N=C(NC(C2N=C1)=O)N)=C)CO